(4-(1H-pyrazol-4-yl)phenyl)-4'-(aminomethyl)spiro[indoline-2,3'-pyrrolidin]-2'-one N1N=CC(=C1)C1=CC=C(C=C1)N1C(C2(C(C1)CN)NC1=CC=CC=C1C2)=O